4-trifluoroethoxycarbonylthiotetrahydrothiophene-1,1-dioxide FC(COC(=O)SC1CCS(C1)(=O)=O)(F)F